benzyl 3-[methyl(4-{4-[(1S)-1-{[7-oxo-8-(propan-2-yl)-7,8-dihydropyrido[2,3-d]pyrimidin-2-yl]amino}ethyl]phenyl}tetrahydro-2H-pyran-4-yl)amino]azetidine-1-carboxylate CN(C1CN(C1)C(=O)OCC1=CC=CC=C1)C1(CCOCC1)C1=CC=C(C=C1)[C@H](C)NC=1N=CC2=C(N1)N(C(C=C2)=O)C(C)C